C(C)(=O)OC=1C2=CC=CC=C2C(=C2C=CC=CC12)OC(C)=O 9,10-diacetoxy-anthracene